O.P(=O)(O)(O)O.P(=O)(O)(O)O phosphate hemi-hydrate